8-chloro-N-(2,2-difluorobenzo[d][1,3]dioxol-5-yl)-7-methoxyquinolin-2-amine ClC=1C(=CC=C2C=CC(=NC12)NC1=CC2=C(OC(O2)(F)F)C=C1)OC